3-(4-(2-((1-(4-((1R,2S)-4,4-difluoro-6-hydroxy-2-phenyl-1,2,3,4-tetrahydronaphthalen-1-yl)phenyl)piperidin-4-yl)methyl)-2,8-diazaspiro[4.5]decan-8-yl)phenyl)piperidine-2,6-dione FC1(C[C@@H]([C@@H](C2=CC=C(C=C12)O)C1=CC=C(C=C1)N1CCC(CC1)CN1CC2(CC1)CCN(CC2)C2=CC=C(C=C2)C2C(NC(CC2)=O)=O)C2=CC=CC=C2)F